1,3,6-tri-aminohexane NCCC(CCCN)N